1-methyl-pentanol CC(CCCC)O